tert-butyl 4-(3-(3-bromophenyl)-1-tert-butoxy-1-oxopropan-2-yl)piperazine-1-carboxylate BrC=1C=C(C=CC1)CC(C(=O)OC(C)(C)C)N1CCN(CC1)C(=O)OC(C)(C)C